2-(oxetan-3-ylamino)pyridine-4-carboxylic acid O1CC(C1)NC1=NC=CC(=C1)C(=O)O